FC1=NC(=CC(=C1)N(C=1SC(=C(N1)C(=O)NC1C(CC1)(C)C)C)C(COC(C)C)=O)F 2-[(2,6-difluoro-4-pyridyl)-(2-isopropoxyacetyl)amino]-N-(2,2-dimethylcyclobutyl)-5-methyl-thiazole-4-carboxamide